CC1=CC=CC=2N1C=C(N2)C(=O)N2CCC1(C(C1)CNC(=O)C1=CC=3C(=CN=CC3)O1)CC2 N-[[6-(5-methylimidazo[1,2-a]pyridine-2-carbonyl)-6-azaspiro[2.5]octan-2-yl]methyl]furo[2,3-c]pyridine-2-carboxamide